(4-OXO-1,4-DIHYDROQUINAZOLIN-6-YL)BORONIC ACID O=C1N=CNC2=CC=C(C=C12)B(O)O